(R)-5-((1-(3-(difluoromethyl)-2-fluorophenyl)ethyl)amino)-N,N,7-trimethyl-2-(pyrrolidin-1-yl)-1,8-naphthyridine-3-carboxamide FC(C=1C(=C(C=CC1)[C@@H](C)NC1=C2C=C(C(=NC2=NC(=C1)C)N1CCCC1)C(=O)N(C)C)F)F